4-[(4-tert-butylphenyl)thiomethyl]-1-[2-(piperidin-1-yl)ethyl]-1H-1,2,3-triazole C(C)(C)(C)C1=CC=C(C=C1)SCC=1N=NN(C1)CCN1CCCCC1